4-{8-[(2-cyano-2-methylideneethyl)amino]-7-methoxynaphthalen-2-yl}-N-[(1r,4r)-4-[(2-methoxyethyl)(methyl)amino]cyclohexyl]pyrimidine-2-carboxamide C(#N)C(CNC=1C(=CC=C2C=CC(=CC12)C1=NC(=NC=C1)C(=O)NC1CCC(CC1)N(C)CCOC)OC)=C